3-(dimethylisopropylsilyl)-1-propene C[Si](CC=C)(C(C)C)C